Decenoic acid CCCCCCC/C=C/C(=O)O